NC=1NC(C2=C(N1)NC(=C2C=2C=NN(C2)CC2=CC=C(C=C2)C#N)C2=CC=C(C=C2)S(=O)(=O)N(C)C)=O 4-(2-Amino-5-(1-(4-cyanobenzyl)-1H-pyrazol-4-yl)-4-oxo-4,7-dihydro-3H-pyrrolo[2,3-d]pyrimidin-6-yl)-N,N-dimethylbenzenesulfonamide